(2R)-2-[[(2R)-2-amino-3-phenyl-propionyl]amino]-4-methyl-pentanoamide phosphate P(=O)(O)(O)O.N[C@@H](C(=O)N[C@@H](C(=O)N)CC(C)C)CC1=CC=CC=C1